7-bromo-N-(6-methoxy-2-methyl-1,2,3,4-tetrahydroisoquinolin-7-yl)quinazolin-2-amine BrC1=CC=C2C=NC(=NC2=C1)NC1=C(C=C2CCN(CC2=C1)C)OC